1,3,5-Triazaphosphaadamantane C1C2CN3CN1CN(C2)P3